4-((tert-Butyldimethylsilyl)oxy)-4-methylcyclohexanecarbonyl chloride [Si](C)(C)(C(C)(C)C)OC1(CCC(CC1)C(=O)Cl)C